C1(CC1)N1C(=NC2=C1C=CC=C2)C2CCN(CC2)C(=O)OC(C)(C)C tert-butyl 4-(1-cyclopropyl-1H-benzo[d]imidazol-2-yl)piperidine-1-carboxylate